Methanol-HCl Cl.CO